C(\C=C\C1=CC(OC)=C(O)C(OC)=C1)(=O)NCCCCN Sinapoyl-putrescine